N1=CN=CC(=C1)CNC1=NC=CC=C1 N-(5-pyrimidinyl-methyl)-2-pyridinamine